Methyl (E)-2-(4-fluorophenyl)-3-(2-(2-methoxy-2-oxoethylidene)pyrrolidin-1-yl)propanoate FC1=CC=C(C=C1)C(C(=O)OC)CN1/C(/CCC1)=C/C(=O)OC